C(C(C)C)C1=C(C=CC(=C1)N)N 2-isobutyl-1,4-phenylenediamine